(R)-2-((1-(3,6-dimethyl-2-(4-morpholinophenyl)-4-oxo-4H-chromen-8-yl)ethyl)amino)benzoic acid CC1=C(OC2=C(C=C(C=C2C1=O)C)[C@@H](C)NC1=C(C(=O)O)C=CC=C1)C1=CC=C(C=C1)N1CCOCC1